(2R,3S,4R,5R)-2-((R)-(7,7-dimethylbicyclo[4.2.0]octa-1(6),2,4-trien-3-yl)(hydroxy)methyl)-5-(4-methyl-7H-pyrrolo[2,3-d]pyrimidin-7-yl)tetrahydrofuran-3,4-diol CC1(C=2C=CC(=CC2C1)[C@H]([C@H]1O[C@H]([C@@H]([C@@H]1O)O)N1C=CC2=C1N=CN=C2C)O)C